1,8,9-trifluoro-N-methyl-5,6-dihydro-4H-pyrrolo[3,2,1-ij]quinolin-5-amine FC1=CN2CC(CC3=CC(=C(C1=C23)F)F)NC